N1=C(C=CC=C1)COC1=CC=C(C=C1)NC1=NC=NC2=CC=C3C(=C12)OCCN3C(C=C)=O 1-(10-((4-(pyridin-2-ylmethoxy)phenyl)amino)-2,3-dihydro-4H-[1,4]oxazino[2,3-f]quinazolin-4-yl)prop-2-en-1-one